C(C)N1C(NC2=C(C1=O)SC(=C2)CN2CCN(CC2)C=2C=CC(=NC2C(F)(F)F)C(=O)NC)=O 5-(4-((3-ethyl-2,4-dioxo-1,2,3,4-tetrahydrothieno[3,2-d]pyrimidin-6-yl)methyl)piperazin-1-yl)-N-methyl-6-(trifluoromethyl)picolinamide